1-(1-(3-bromo-6-chloropyridin-2-yl)cyclopropyl)ethan-1-ol BrC=1C(=NC(=CC1)Cl)C1(CC1)C(C)O